(Z)-ethyl myristate C(CCCCCCCCCCCCC)(=O)OCC